Butyl (R)-2-ethyl-4,7,9-trimethyl-3,8-dioxo-2-azaspiro[4.5]deca-6,9-diene-4-carboxylate C(C)N1CC2([C@](C1=O)(C(=O)OCCCC)C)C=C(C(C(=C2)C)=O)C